1-isopropyl-1H-pyrazolo[4,3-c]pyridin-4-amine C(C)(C)N1N=CC=2C(=NC=CC21)N